N-butyl-N,N,N-tris[2-(2-methoxyethoxy)ethyl]ammonium C(CCC)[N+](CCOCCOC)(CCOCCOC)CCOCCOC